BrC=1C=2N(C=C(C1)S(N(CC1=CC=C(C=C1)OC)C1(CC1)C#N)(=O)=O)C(=CN2)C(=O)O 8-bromo-6-(N-(1-cyanocyclopropyl)-N-(4-methoxybenzyl)sulfamoyl)imidazo[1,2-a]pyridine-3-carboxylic acid